N1(C=CC=C1)C1=C(C(=O)O)C=CC=C1N1CC(C1)OC1=CC=C(C=C1)COC=1SC=CC1 2-(1H-pyrrol-1-yl)-3-(3-(4-((thiophene-2-yloxy)methyl)phenoxy)azetidine-1-yl)benzoic acid